3-(4-pyridyl)-6-(2-thienyl)imidazo[1,2-a]pyrazine N1=CC=C(C=C1)C1=CN=C2N1C=C(N=C2)C=2SC=CC2